O1[C@H](COC2=C1C=CC=C2)C2=CC=C(CN1C[C@@H](CCC1)CC(=O)O)C=C2 [(3S)-1-{4-[(2S)-2,3-dihydro-1,4-benzodioxin-2-yl]benzyl}piperidin-3-yl]acetic acid